C(CCC)NC(=O)N(CCC)CCC N-butyl-N',N'-dipropylurea